N1=CC=CC2=C(C=CC=C12)SC=1N=CC(=NC1)N1CCC2([C@@H](C=3N(N=CC3)C2)N)CC1 (S)-1-(5-(quinolin-5-ylthio)pyrazin-2-yl)-4'H,6'H-spiro[piperidine-4,5'-pyrrolo[1,2-b]pyrazol]-4'-amine